ethyl 3-(3-(1-(5-(2-fluoro-5-((6-fluoro-4-(methylthio)-1-tosyl-1H-indol-5-yl)oxy)phenyl)-1H-pyrazol-1-yl)ethyl)phenyl)propanoate FC1=C(C=C(C=C1)OC=1C(=C2C=CN(C2=CC1F)S(=O)(=O)C1=CC=C(C)C=C1)SC)C1=CC=NN1C(C)C=1C=C(C=CC1)CCC(=O)OCC